BrC1=CC=2C=3N(C(=NC2C=C1)N)C=NC3 9-bromoimidazo[1,5-c]quinazoline-5-amine